6,8-DICHLORO-IMIDAZO[1,2-A]PYRIDIN-2-CARBALDEHYDE ClC=1C=C(C=2N(C1)C=C(N2)C=O)Cl